F[C@@]1([C@H]([C@@H](O[C@@]1(CO)C=C)N1C(=O)NC(=O)C=C1)O)O 3'-fluoro-4'-vinyluridine